C(C)(C)(C)OC(N(C(C)C)C[C@@H](C(=O)N1[C@H]2CN(C[C@@H]1CC2)C=2C1=C(N=CN2)NC=C1)C1=CC=C(C=C1)Cl)=O (S)-(3-((1R,5S)-3-(7H-pyrrolo[2,3-d]pyrimidin-4-yl)-3,8-diazabicyclo[3.2.1]oct-8-yl)-2-(4-chlorophenyl)-3-oxopropyl)(isopropyl)carbamic acid tert-butyl ester